methyl 2-(6-bromo-4-formyl-1-oxophthalazin-2(1H)-yl)acetate BrC=1C=C2C(=NN(C(C2=CC1)=O)CC(=O)OC)C=O